2-(2-methyl-6-((2-(trimethylsilyl)ethoxy)methyl)-2,3-dihydropyrrolo[3',2':5,6]pyrido[2,3-b][1,4]oxazin-1(6H)-yl)benzoate CC1N(C2=C(OC1)N=C1C(=C2)C=CN1COCC[Si](C)(C)C)C1=C(C(=O)[O-])C=CC=C1